dibenzyl 2,2'-(docosa-10,12-diynedioyl)bis(hydrazine-1-carboxylate) C(CCCCCCCCC#CC#CCCCCCCCCC(=O)NNC(=O)OCC1=CC=CC=C1)(=O)NNC(=O)OCC1=CC=CC=C1